5-fluoro-6-methoxy-2-(2-methoxy-7-methylquinoxalin-5-yl)benzo[d]Thiazole FC=1C(=CC2=C(N=C(S2)C2=C3N=CC(=NC3=CC(=C2)C)OC)C1)OC